1-(3-iodo-1-methylpyrazolo[4,5-e]pyrazin-6-yl)-4-(methylsulfonyl)piperazine IC1=NN(C2=C1N=CC(=N2)N2CCN(CC2)S(=O)(=O)C)C